COC1=C(C=CC=C1)C(=CC(=O)O)C1=CC=CC=C1 3-(2-methoxyphenyl)-3-(phenyl)-acrylic acid